tert-Butyl (2-amino-1-phenylethyl)(methyl)carbamate NCC(C1=CC=CC=C1)N(C(OC(C)(C)C)=O)C